4-Methyl-1-(oct-1-en-2-yloxy)pyridine CC1=CCN(C=C1)OC(=C)CCCCCC